2-oxa-7-azaspiro[4.4]nonane-9-carboxylic acid C1OCCC12CNCC2C(=O)O